O1C=C(C=C1)C1=CC(=NN1)C1=C(C2=CC=CC=C2C=C1)O 2-(5-(furan-3-yl)-1H-pyrazol-3-yl)naphthalen-1-ol